N-(5-propyl-1,3,4-thiadiazol-2-yl)azetidine-3-carboxamide hydrochloride Cl.C(CC)C1=NN=C(S1)NC(=O)C1CNC1